2-ETHYL-HEXYL ACETATE C(C)(=O)OCC(CCCC)CC